C(C=C)C=1C(=C(C=CC1C1=CC=C(C=C1)O)O)CC=C diallyl-4,4'-biphenol